N-(4-((3-(2-(((1r,4r)-4-aminocyclohexyl)amino)pyrimidin-4-yl)pyridin-2-yl)oxy)-3,5-difluorophenyl)propane-1-sulfonamide NC1CCC(CC1)NC1=NC=CC(=N1)C=1C(=NC=CC1)OC1=C(C=C(C=C1F)NS(=O)(=O)CCC)F